4-(3-aminoazepan-1-yl)-2-cyclobutylphthalazin-1(2H)-one NC1CN(CCCC1)C1=NN(C(C2=CC=CC=C12)=O)C1CCC1